COC1=CC(=CC=C1)/C(=C\S(=O)(=O)C1=CC=C(C)C=C1)/S(=O)C1=CC=C(C=C1)C (E)-1-Methoxy-3-(1-(p-tolylsulfinyl)-2-tosylvinyl)benzene